ClC=1C(=C(C=CC1F)[C@H](NC(=O)N1[C@@H](C(NCC1)=O)C(C)C)C=1C=NC(=CC1)C(F)(F)F)F |o1:13| N-((R)-(3-chloro-2,4-difluorophenyl)(6-(trifluoromethyl)pyridin-3-yl)methyl)-(R or S)-2-isopropyl-3-oxo-piperazine-1-carboxamide